tert-butyl 3-[7-[8-ethyl-7-fluoro-3-(methoxymethoxy)-1-naphthyl]-8-fluoro-2-methylsulfanylpyrido[4,3-d]pyrimidin-4-yl]-3,8-diazabicyclo[3.2.1]octane-8-carboxylate C(C)C=1C(=CC=C2C=C(C=C(C12)C1=C(C=2N=C(N=C(C2C=N1)N1CC2CCC(C1)N2C(=O)OC(C)(C)C)SC)F)OCOC)F